(1S,2S)-2-(5-chloro-pyrazin-2-yl)-cyclopropanecarboxylic acid methyl ester COC(=O)[C@@H]1[C@H](C1)C1=NC=C(N=C1)Cl